OC1(COC1)C1=CC=C(C=C1)C(=O)N1CCC(CC1)OC1=CSC(=C1)C(F)(F)F (4-(3-hydroxyoxetan-3-yl)phenyl)(4-((5-(trifluoromethyl)thiophen-3-yl)oxy)piperidin-1-yl)methanone